4-hydroxy-1-methyl-3-[4-(diphenylamino)benzoyl]quinolin OC1=C(CN(C2=CC=CC=C12)C)C(C1=CC=C(C=C1)N(C1=CC=CC=C1)C1=CC=CC=C1)=O